6-(6-(4-(dimethoxymethyl)piperidin-1-yl)pyridazin-3-yl)-1-fluoro-3-(tetrahydro-2H-pyran-2-yl)-7-(2,2,2-trifluoroethyl)-3,8,9,10-tetrahydrocyclohepta[e]indazole COC(C1CCN(CC1)C1=CC=C(N=N1)C1=C(CCCC=2C=3C(=NN(C3C=CC21)C2OCCCC2)F)CC(F)(F)F)OC